2-ethyl-2-amino(4-morpholinophenyl)propan-1-one C(C)C(C(=O)C1=CC=C(C=C1)N1CCOCC1)(C)N